C(C1=CC=CC=C1)N(C(C)=O)C(=C)C1=CC(=CC=C1)F N-benzyl-N-(1-(3-fluorophenyl)vinyl)acetamide